ClC1=CC=NC(=C1C=O)N1C(C=2C=C3CCCCN3C2CC1)=O 4-chloro-2-(1-oxo-3,4,6,7,8,9-hexahydropyrido-[3,4-b]indolizin-2(1H)-yl)nicotinaldehyde